ClC=1C=C(C=C(C1)F)NC(NC1=C(C(=O)NCCCO)C=CC=C1)=O 2-[3-(3-chloro-5-fluorophenyl)ureido]-N-(3-hydroxy-propyl)benzamide